Cl.COC=1C(=C(C=CC1)NN)C (3-methoxy-2-methyl-phenyl)hydrazine hydrochloride